CC1C(C(CC=C1)C(=O)O)C(=O)O 3-methyl-4-cyclohexene-1,2-dicarboxylic acid